NC=1SC(=CN1)CN1CCC(CC1)C(=O)NC(C)C1=CC=CC=C1 1-((2-aminothiazol-5-yl)methyl)-N-(1-phenylethyl)piperidine-4-carboxamide